2,5-bis[(2-mercapto)ethylthio]selenothiophene SCCS[Se]C=1SC(=CC1)[Se]SCCS